(3,5-difluorophenyl)-2-methyl-8-(prop-1-en-2-yl)imidazo[1,2-b]pyridazine-7-carboxylic acid FC=1C=C(C=C(C1)F)C1=C(N=C2N1N=CC(=C2C(=C)C)C(=O)O)C